C1(CCC1)OC=1C=C(C=NC1)C=1N=NN(C1)C1(COC1)C1=CC=C(C=N1)N1C[C@@H](CCC1)N(C(OC(C)(C)C)=O)CC1CCC1 tert-butyl (R)-(1-(6-(3-(4-(5-cyclobutoxypyridin-3-yl)-1H-1,2,3-triazol-1-yl)oxetan-3-yl)pyridin-3-yl)piperidin-3-yl)(cyclobutylmethyl)carbamate